(2R,4S)-N-((S)-1-((4-((Z)-N'-((L-valyl)oxy)carbamimidoyl)benzyl)amino)-1-oxopropan-2-yl)-4-phenylpiperidine-2-carboxamide dihydrochloride salt Cl.Cl.N[C@@H](C(C)C)C(=O)O\N=C(/N)\C1=CC=C(CNC([C@H](C)NC(=O)[C@@H]2NCC[C@@H](C2)C2=CC=CC=C2)=O)C=C1